N-(3-chloro-4-fluorophenyl)-N-(4-(5-(difluoromethyl)-1,3,4-oxadiazol-2-yl)-2-fluorobenzyl)-6-isopropyl-2,6-diazaspiro[3.3]heptane-2-thioamide ClC=1C=C(C=CC1F)N(C(=S)N1CC2(C1)CN(C2)C(C)C)CC2=C(C=C(C=C2)C=2OC(=NN2)C(F)F)F